C(C1=CC=CC=C1)OC(=O)NNC1CN(CCC1)C(=O)OC(C)(C)C tert-Butyl 3-{2-[(benzyloxy)carbonyl]hydrazinyl}piperidine-1-carboxylate